C[C@@H](C#C)O (S)-But-3-yn-2-ol